(1R,5S,6r)-N-(2-(8-(thiazol-2-ylsulfanyl)imidazo[1,5-a]pyridin-3-yl)propan-2-yl)-3-azabicyclo[3.1.0]hexane-6-carboxamide S1C(=NC=C1)SC=1C=2N(C=CC1)C(=NC2)C(C)(C)NC(=O)C2[C@H]1CNC[C@@H]21